C(N)(=O)COC1=C(C=CC=C1)N(C(C1=CC(=C(C=C1)Cl)C=1C=NC(=CC1C)Cl)=O)C N-(2-carbamoylmethoxy-phenyl)-4-chloro-3-(6-chloro-4-methyl-pyridin-3-yl)-N-methyl-benzamide